2-phosphonooxyethyl carbamate C(N)(OCCOP(=O)(O)O)=O